(4-(benzyloxy)-5-methoxy-2-nitrophenyl)((2S,4S)-4-hydroxy-2-(hydroxymethyl)piperidin-1-yl)methanone C(C1=CC=CC=C1)OC1=CC(=C(C=C1OC)C(=O)N1[C@@H](C[C@H](CC1)O)CO)[N+](=O)[O-]